C(C=C)(=O)OCC1=C(C=C(C=C1)Cl)Cl 2,4-dichlorobenzyl acrylate